(±)-tert-butyl 4,4-difluoro-2-(4-(2-fluorophenyl)-3-(2-isopropylpyrimidine-5-carboxamido)pyridin-2-yl)piperidine-1-carboxylate FC1(C[C@@H](N(CC1)C(=O)OC(C)(C)C)C1=NC=CC(=C1NC(=O)C=1C=NC(=NC1)C(C)C)C1=C(C=CC=C1)F)F |r|